CC1(OB(OC1(C)C)C=1C=C(CN2CCCC2)C=CC1)C 1-(3-(4,4,5,5-Tetramethyl-1,3,2-dioxaborol-2-yl)benzyl)pyrrolidine